FC=1C=2N(C=C(C1)C1=CC=3N=CN(C(C3S1)=O)C1CNCCC1=O)C=C(N2)C 3-(6-{8-fluoro-2-methylimidazo[1,2-a]pyridin-6-yl}-4-oxothieno[3,2-d]pyrimidin-3-yl)piperidin-4-one